2-[4-(4,4,5,5-tetramethyl-1,3,2-dioxaborolan-2-yl)phenyl]acetic acid CC1(OB(OC1(C)C)C1=CC=C(C=C1)CC(=O)O)C